F[C@H]1CN(CC[C@@H]1C1=CC=C2C(=NN(C2=C1)C)C1C(NC(CC1)=O)=O)CC1CCNCC1 3-[6-[(3R,4R)-3-fluoro-1-(4-piperidylmethyl)-4-piperidyl]-1-methyl-indazol-3-yl]piperidine-2,6-dione